3,6-Dichloro-1-(2-fluoro-3-((1-((1r,4r)-4-methoxycyclohexyl)-5-methyl-4-nitro-1H-pyrazol-3-yl)oxy)propyl)-1H-pyrazolo[3,4-d]pyrimidine ClC1=NN(C2=NC(=NC=C21)Cl)CC(COC2=NN(C(=C2[N+](=O)[O-])C)C2CCC(CC2)OC)F